methyl 5-(acetoxymethyl)-2-bromothiophene-3-carboxylate C(C)(=O)OCC1=CC(=C(S1)Br)C(=O)OC